N1CC(C1)C=1C=CC(=NC1)C1CCC(CC1)C(F)(F)F 5-(azetidin-3-yl)-2-[4-(trifluoromethyl)cyclohexyl]pyridine